FC(C=1C=C2C(=CC1)NC(C21CCN(CC1)CCOC=1C=NC=2N(C(C=C(C2C1)C(F)(F)F)=O)C1CC(C1)(C)O)=O)F 5-(difluoromethyl)-1'-[2-({7-oxo-8-[3-hydroxy-3-methylcyclobutyl]-5-(trifluoromethyl)-7,8-dihydro-1,8-naphthyridin-3-yl}oxy)ethyl]-1,2-dihydrospiro[indole-3,4'-piperidin]-2-one